(2S)-4-hydroxyl-4-(3-hydroxypropyl)-2-(4-(methoxycarbonyl)phenyl)piperidine OC1(C[C@H](NCC1)C1=CC=C(C=C1)C(=O)OC)CCCO